(S)-1-[5-(1-Methyl-2-oxo-1,2,3,4-tetrahydro-quinolin-6-yl)-pyridin-3-ylmethyl]-pyrrolidine-2-carboxylic acid methyl ester COC(=O)[C@H]1N(CCC1)CC=1C=NC=C(C1)C=1C=C2CCC(N(C2=CC1)C)=O